6-[5-[(1R)-1-benzyloxy-1-(trifluoromethyl)but-3-enyl]-1,3,4-oxadiazol-2-yl]-5-nitro-N-(1-oxazol-2-ylpent-4-enyl)-3-(trifluoromethyl)pyridin-2-amine C(C1=CC=CC=C1)O[C@@](CC=C)(C(F)(F)F)C1=NN=C(O1)C1=C(C=C(C(=N1)NC(CCC=C)C=1OC=CN1)C(F)(F)F)[N+](=O)[O-]